NC1=CN=CN(N1)C1=CC(=C(C(=C1)C)CC=1C=C2C(=CN1)NC=C2C(C)C)C 6-amino-2-[4-[(3-isopropyl-1H-pyrrolo[2,3-c]pyridin-5-yl)methyl]-3,5-dimethyl-phenyl]-1,2,4-triazine